O1N=C(C=C1)NC(C1=CC(=CC=C1)CN1C(C2=CC=C(C=C2C=C1)C=1C(=NOC1)C)=O)=O N-(Isoxazol-3-yl)-3-((6-(3-methylisoxazol-4-yl)-1-oxoisoquinolin-2(1H)-yl)methyl)benzamide